tert-butyl-3-aminoazetidine tert-butyl-2-(3-benzyl-7-chloro-4-oxo-3,4-dihydro-5H-imidazo[4,5-d]pyridazin-5-yl)acetate C(C)(C)(C)OC(CN1N=C(C2=C(C1=O)N(C=N2)CC2=CC=CC=C2)Cl)=O.C(C)(C)(C)N2CC(C2)N